6-chloro-3-(((R)-1-(3,6-dimethyl-4-oxo-2-((S)-3-(pyrimidin-2-ylamino)pyrrolidin-1-yl)-3,4-dihydroquinazolin-8-yl)ethyl)amino)-N-(methylsulfonyl)picolinamide ClC1=CC=C(C(=N1)C(=O)NS(=O)(=O)C)N[C@H](C)C=1C=C(C=C2C(N(C(=NC12)N1C[C@H](CC1)NC1=NC=CC=N1)C)=O)C